[Li+].C12CN(CC2C1)C1=CC=C(C=C1)[C@@H](C)N1N=CC2=C(C=CC(=C12)C(=O)[O-])C#CC 1-((1R)-1-(4-(3-azabicyclo[3.1.0]hexane-3-yl)phenyl)ethyl)-4-(propane-1-yne-1-yl)-1H-indazole-7-carboxylic acid lithium salt